[C-]1(C=CC=C1)C=1C(=C(C=CC1Cl)C1=NN=C(N1N)S)C=O.[CH-]1C=CC=C1.[Fe+2] ferrocenyl-formyl-3-p-chlorophenyl-4-amino-5-mercapto-1,2,4-triazole